(2r,4r)-1-(5-(5-fluoro-2-methoxypyridin-4-yl)-1H-pyrazole-3-carbonyl)-N-((1r,4r)-4-hydroxy-4-(trifluoromethyl)cyclohexyl)-2-(trifluoromethyl)piperidine-4-carboxamide FC=1C(=CC(=NC1)OC)C1=CC(=NN1)C(=O)N1[C@H](C[C@@H](CC1)C(=O)NC1CCC(CC1)(C(F)(F)F)O)C(F)(F)F